N-(5-cyclopropyl-6-(2-hydroxy-4-(trifluoromethyl)phenyl)-1,2,4-triazine-3-yl)-2-(methylamino)acetamide C1(CC1)C=1N=C(N=NC1C1=C(C=C(C=C1)C(F)(F)F)O)NC(CNC)=O